O=C1NC2(CN(C2)C(=O)N2CC3(C2)C[C@H](CC3)OC=3C(=CC(=NC3)C(F)(F)F)C#N)CO1 5-[[(6S)-2-(6-oxo-7-oxa-2,5-diazaspiro[3.4]octane-2-carbonyl)-2-azaspiro[3.4]octane-6-yl]oxy]-2-(trifluoromethyl)pyridine-4-carbonitrile